C12C(CC(CC1)C2)C2=CC(=NC(=N2)C(=O)[O-])C2=CC=CC=C2 6-(2-norbornyl)-4-phenylpyrimidinate